C(C)N1N=C(C(=C1C=1C=NC(=CC1OC)NCC1CCC(CC1)C(F)(F)F)C)C(=O)NCC1CCC(CC1)S(=O)(=O)C 1-Ethyl-5-(4-methoxy-6-((((1s*,4s*)-4-(trifluoromethyl)cyclohexyl)methyl)amino)pyridin-3-yl)-4-methyl-N-(((1r,4r)-4-(methylsulfonyl)cyclohexyl)methyl)-1H-pyrazole-3-carboxamide